C(C1=CC=CC=C1)OC(=O)N[C@H](C(=O)O)CC1=CC=C(C=C1)F (S)-2-(((benzyloxy)carbonyl)amino)-3-(4-fluorophenyl)propanoic acid